3-(3-(((1-(6-(5-((R)-2-(2,4-difluorophenyl)pyrrolidin-1-yl)pyrazolo[1,5-a]pyrimidin-3-yl)pyridin-2-yl)piperidin-4-yl)(methyl)amino)methyl)phenyl)piperidine-2,6-dione FC1=C(C=CC(=C1)F)[C@@H]1N(CCC1)C1=NC=2N(C=C1)N=CC2C2=CC=CC(=N2)N2CCC(CC2)N(C)CC=2C=C(C=CC2)C2C(NC(CC2)=O)=O